N-((1-fluorocyclobutyl)methyl)-5-(1-methyl-1H-benzo[d][1,2,3]triazol-6-yl)pyrrolo[2,1-f][1,2,4]triazin-2-amine FC1(CCC1)CNC1=NN2C(C=N1)=C(C=C2)C=2C=CC1=C(N(N=N1)C)C2